C(C)(C)C(C(=O)[O-])(C(=O)[O-])C(C)C.[Li+].[Li+] lithium 2,2-diisopropylmalonate